bis(2-carboxyphenyl)Sulfide C(=O)(O)C1=C(C=CC=C1)SC1=C(C=CC=C1)C(=O)O